BrC1=C(C=C(C=C1)N=S1(CCCCC1)=O)F ((4-bromo-3-fluorophenyl)imino)hexahydro-1λ6-thiopyran 1-oxide